coumarin oxime benzoate C(C1=CC=CC=C1)(=O)O.O1C(C=CC2=CC=CC=C12)=NO